1-bromo-4-(2-(2-methoxyethoxy)ethoxy)benzene Silver-germanium [Ge].[Ag].BrC1=CC=C(C=C1)OCCOCCOC